C12COCC(N1CCN1C(C(=C(C3=CC(=CN=C13)C1=CC=C(C=C1)F)O)C(=O)NC1CC3(CC3)C1)=O)C2 1-(2-(3-oxa-6-azabicyclo[3.1.1]heptan-6-yl)ethyl)-6-(4-fluorophenyl)-4-hydroxy-2-oxo-N-(spiro[2.3]hexan-5-yl)-1,2-dihydro-1,8-naphthyridine-3-carboxamide